4-methoxy-N-(4-((6-nitro-2-oxo-2H-benzopyran-4-yl)amino)phenyl)benzenesulfonamide COC1=CC=C(C=C1)S(=O)(=O)NC1=CC=C(C=C1)NC1=CC(OC2=C1C=C(C=C2)[N+](=O)[O-])=O